C1(CC1)CCC1=CC=C(C=C1)N(C=1C=C2CCN[C@H](C2=CC1)CNC1=C(C(=O)O)C=CN=C1)C (R)-3-(((6-((4-(2-cyclopropylethyl)phenyl)(methyl)amino)-1,2,3,4-tetrahydroisoquinolin-1-yl)methyl)amino)isonicotinic acid